[Ca].CC1CC(=C(CC1)C(=O)O)C(=O)O 4-methyl-1-cyclohexene-1,2-dicarboxylic acid calcium